4-amino-6-(2,6-difluorophenyl)pyridazine-3-carboxylate NC1=C(N=NC(=C1)C1=C(C=CC=C1F)F)C(=O)[O-]